pyrrolidine-3-carboxylic acid (2-diethylamino-ethyl)-amide hydrochloride Cl.C(C)N(CCNC(=O)C1CNCC1)CC